ClC=1C=CC2=C(NC(C=3CNCCC23)=O)C1 8-Chloro-2,3,4,6-tetrahydrobenzo[c][2,7]naphthyridin-5(1H)-one